O=C1CC2(CN1C1=NC=C(N=C1)C(F)(F)F)C1CN(CC2CC1)C(=O)OC(C)(C)C tert-butyl 5'-oxo-1'-(5-(trifluoromethyl)pyrazin-2-yl)-3-azaspiro[bicyclo[3.2.1]octane-8,3'-pyrrolidine]-3-carboxylate